N-docosahexaenoyl-L-serine C(C=CC=CC=CC=CC=CC=CCCCCCCCCC)(=O)N[C@@H](CO)C(=O)O